S[Ti] sulfydryl-titanium